2,4-dimethylbenzoylphenylphosphinic acid methyl ester COP(=O)(C1=CC=CC=C1)C(C1=C(C=C(C=C1)C)C)=O